sodium di-methacrylate C(C(=C)C)(=O)[O-].C(C(=C)C)(=O)[O-].[Na+].[Na+]